methyl trans-4-[(6-methyloxy-pyrrolo[3,2-b]pyridin-1-yl)methyl]cyclohexanecarboxylate COC=1C=C2C(=NC1)C=CN2C[C@@H]2CC[C@H](CC2)C(=O)OC